4-(2-fluoro-5-methoxy-4-nitrophenyl)-7-(1H-pyrazol-4-yl)isoxazolo[4,5-c]pyridin-3-amine trifluoroacetate salt FC(C(=O)O)(F)F.FC1=C(C=C(C(=C1)[N+](=O)[O-])OC)C1=NC=C(C2=C1C(=NO2)N)C=2C=NNC2